NC1=NC=2C=CC(=CC2C2=C1C=NN2C)C(=O)N([C@@H]2COCC1=NC(=CC=C12)C(F)(F)F)C1CC1 4-amino-N-cyclopropyl-1-methyl-N-((5S)-2-(trifluoromethyl)-5,8-dihydro-6H-pyrano[3,4-b]pyridin-5-yl)-1H-pyrazolo[4,3-c]quinoline-8-carboxamide